N-((S)-(4,4-Difluorocyclohexyl)(5-((R)-1-(4,4,4-trifluorobutanamido)ethyl)-1H-benzo[d]imidazol-2-yl)methyl)-1-(1,1-difluoropropan-2-yl)-1H-1,2,3-triazole-4-carboxamide FC1(CCC(CC1)[C@H](NC(=O)C=1N=NN(C1)C(C(F)F)C)C1=NC2=C(N1)C=CC(=C2)[C@@H](C)NC(CCC(F)(F)F)=O)F